C(C)(C)(C)OC(=O)N(CCC1=NC(=CC=C1[N+](=O)[O-])OC)CC1=C(C=CC(=C1)Cl)NC1=C(C(=O)OC)C=C(C(=C1)C(F)(F)F)F Methyl 2-((2-(((tert-butoxycarbonyl)(2-(6-methoxy-3-nitropyridin-2-yl)ethyl)-amino)methyl)-4-chlorophenyl)amino)-5-fluoro-4-(trifluoromethyl)benzoate